BrC1=CC2=C(C=C1)C1=CC=CC=C1C21CC(C2=C(C(=C(C=C12)C)OC)C)(C)C 2-bromo-5'-methoxy-3',3',4',6'-tetramethyl-2',3'-dihydro-spiro-[fluorene-9,1'-indene]